4-pyridylguanidine N1=CC=C(C=C1)NC(=N)N